C(C1=CC=CC=C1)N1[C@H](CN(C[C@@H]1COC)CC1=CC=CC=C1)COC (2R,6R)-1,4-dibenzyl-2,6-bis(methoxymethyl)piperazine